tert-butyl (4-oxo-5-(2,2,2-trifluoroethyl)-2,3,4,5-tetrahydrobenzo[b][1,4]oxazepin-7-yl)carbamate O=C1N(C2=C(OCC1)C=CC(=C2)NC(OC(C)(C)C)=O)CC(F)(F)F